CC([C@@H](C(=O)N1[C@@H]([C@H]2C([C@H]2C1)(C)C)C(=O)OC)NC(CC)=O)(C)C methyl (1R,2S,5S)-3-((S)-3,3-dimethyl-2-propionamidobutanoyl)-6,6-dimethyl-3-azabicyclo[3.1.0]hexane-2-carboxylate